(2s)-1-tert-butoxycarbonylindoline-2-carboxylic acid C(C)(C)(C)OC(=O)N1[C@@H](CC2=CC=CC=C12)C(=O)O